(R)-2-(1-methoxy-1-methyl-ethyl)-pyrrolidin hydrochloride Cl.COC(C)(C)[C@@H]1NCCC1